[2-[[3-[[2-chloro-4-[[3-[3-(trifluoromethyl)-1-trityl-pyrazol-4-yl]imidazo[1,2-a]pyrazin-8-yl]amino]benzoyl]amino]cyclobutyl]amino]-2-oxo-ethyl]-trimethyl-ammonium iodide [I-].ClC1=C(C(=O)NC2CC(C2)NC(C[N+](C)(C)C)=O)C=CC(=C1)NC=1C=2N(C=CN1)C(=CN2)C=2C(=NN(C2)C(C2=CC=CC=C2)(C2=CC=CC=C2)C2=CC=CC=C2)C(F)(F)F